1-(3-chloro-2-fluorobenzoyl)-4-((3-fluoro-6-((5-methyl-1H-pyrazol-3-yl)amino)pyridin-2-yl)methyl)-2-(trifluoromethyl)piperidine-4-carboxylic acid ClC=1C(=C(C(=O)N2C(CC(CC2)(C(=O)O)CC2=NC(=CC=C2F)NC2=NNC(=C2)C)C(F)(F)F)C=CC1)F